CCCCCCCCCCCCCCCCOC[C@H](COP(=O)(O)OC[C@H](CO)O)OC(=O)CCC/C=C\C/C=C\C/C=C\C/C=C\CCCCC 1-hexadecyl-2-(5Z,8Z,11Z,14Z-eicosatetraenoyl)-glycero-3-phospho-(1'-sn-glycerol)